N-(bis(3-(tripropylsilyl)phenyl)phosphaneyl)-N-cyclohexyl-1,1-bis(4-(tripropylsilyl)phenyl)phosphanamine C(CC)[Si](C=1C=C(C=CC1)P(N(P(C1=CC=C(C=C1)[Si](CCC)(CCC)CCC)C1=CC=C(C=C1)[Si](CCC)(CCC)CCC)C1CCCCC1)C1=CC(=CC=C1)[Si](CCC)(CCC)CCC)(CCC)CCC